ClC1=CC(=C(N=N1)OC1=CC(=CC=C1)C1(CC1)Cl)C1=NOC[C@H](N1)CC1=C(C=C(C=C1)Cl)Cl |r| (5RS)-3-{6-chloro-3-[3-(1-chlorocyclopropyl)phenoxy]pyridazin-4-yl}-5-(2,4-dichlorobenzyl)-5,6-dihydro-4H-1,2,4-oxadiazine